N-(1-(tert-butyl)-3-(4-((tert-butyldiphenylsilyl)oxy)cycloheptyl)-1H-pyrazol-5-yl)-2-(3-methylisoxazol-5-yl)acetamide C(C)(C)(C)N1N=C(C=C1NC(CC1=CC(=NO1)C)=O)C1CCC(CCC1)O[Si](C1=CC=CC=C1)(C1=CC=CC=C1)C(C)(C)C